C[C@@H]1O[C@@H](CCC1)C |r| (2SR,6RS)-2,6-dimethyltetrahydro-2H-pyran